3-((3-Fluoroazetidin-1-yl)methyl)-1-(6-nitropyridin-3-yl)piperidin-3-ol FC1CN(C1)CC1(CN(CCC1)C=1C=NC(=CC1)[N+](=O)[O-])O